4-(2-(3-(3-chloro-2-fluoro-6-(2H-tetrazol-2-yl)phenyl)acrylamido)-2-phenylacetamido)-N-(cyclopropylsulfonyl)benzamide ClC=1C(=C(C(=CC1)N1N=CN=N1)C=CC(=O)NC(C(=O)NC1=CC=C(C(=O)NS(=O)(=O)C2CC2)C=C1)C1=CC=CC=C1)F